tert-Butyl 4-[4-(methylsulfonyl)-3-nitrophenyl]piperazine-1-carboxylate CS(=O)(=O)C1=C(C=C(C=C1)N1CCN(CC1)C(=O)OC(C)(C)C)[N+](=O)[O-]